5-(8-fluoro-2-methylimidazo[1,2-a]pyridin-6-yl)-2-{3-[(3R,5S)-3,4,5-trimethylpiperazin-1-yl]-1,2,4-triazin-6-yl}phenol FC=1C=2N(C=C(C1)C=1C=CC(=C(C1)O)C1=CN=C(N=N1)N1C[C@H](N([C@H](C1)C)C)C)C=C(N2)C